CC=1C=C(C=CC1)CN1C(CCC1=O)CC(=O)N[C@@H](C(=O)O)CC1=CC=CC=C1 (2R)-2-[[2-[1-[(3-methylphenyl)methyl]-5-oxopyrrolidin-2-yl]acetyl]amino]-3-phenylpropionic acid